C(=CCCCC)C(C(=O)O)(C)C.C(=C/CCCC)/CC(C(=O)O)C.ClC=1C=C(C=NC1F)S(=O)(=O)NC1=NC(=CC=C1)F 5-chloro-6-fluoro-N-(6-fluoropyridin-2-yl)pyridine-3-sulfonamide cis-3-hexenyl-isobutyrate (HEXENYL-3-CIS-ISOBUTYRATE)